BrCC1=C([C@@H](N=C(N1)C=1SC=CN1)C1=C(C(=C(C=C1)F)F)Cl)C(=O)OC |o1:4| (R*)-methyl 6-(bromomethyl)-4-(2-chloro-3,4-difluorophenyl)-2-(thiazol-2-yl)-1,4-dihydropyrimidine-5-carboxylate